C(C)(C)(C)OC(=O)N1C(CC1)C1=CC=CC=2N(C(N(C21)C)=O)C2C(NC(CC2)=O)=O [1-(2,6-Dioxopiperidin-3-yl)-3-methyl-2-oxo-1,3-benzodiazol-4-yl]azetidine-1-carboxylic acid tert-butyl ester